C(=C)[Si](O[Si](C)(C)C=C)(C)C 1,3-Diethenyl-1,1,3,3-tetramethyldisiloxan